Cl.N1CCC(CC1)C(C)(C)N1CCN(CC1)C1=C2CCN(C2=CC=C1)C1C(NC(CC1)=O)=O 3-(4-(4-(2-(piperidin-4-yl)propan-2-yl)piperazin-1-yl)indolin-1-yl)piperidine-2,6-dione hydrochloride